(8-(5-chlorobenzofuran-2-yl)-2,3-dihydro-4H-pyrido[4,3-b][1,4]oxazin-4-yl)sulfonate ClC=1C=CC2=C(C=C(O2)C2=CN=CC3=C2OCCN3S(=O)(=O)[O-])C1